bisallyl disulfide C(C=C)SSCC=C